acetone monomaleate hydrate O.C(\C=C/C(=O)O)(=O)O.CC(=O)C